COC(C=1C(C(=O)OC)=CC(=CC1)C12CCN(CC2C1)C(=O)OC(C)(C)C)=O 4-[3-(tert-butoxycarbonyl)-3-azabicyclo[4.1.0]hept-6-yl]phthalic acid 1,2-dimethyl ester